5-(6-bromo-2-oxo-benzo[cd]indol-1(2H)-yl)-1,3-oxazinan-2,4-dione BrC=1C=2C3=C(C(N(C3=CC1)C1C(NC(OC1)=O)=O)=O)C=CC2